ClC=1C=C(C=C(C1)Cl)C=1OC2=C(N1)C=CC(=C2)C(=O)OCC2=CC=C(C=C2)C[C@@H](C(=O)OCC2=CC=CC=C2)NC(=O)OC(C)(C)C (S)-4-(3-(benzyloxy)-2-((tert-butoxycarbonyl)amino)-3-oxopropyl)benzyl 2-(3,5-dichlorophenyl)benzo[d]oxazole-6-carboxylate